3-(cyclopropylethynyl)-5-methyl-1,5-dihydro-4H-pyrazolo[3,4-d]Pyrimidin-4-one C1(CC1)C#CC1=NNC=2N=CN(C(C21)=O)C